Tris-isooctylamine C(CCCCC(C)C)N(CCCCCC(C)C)CCCCCC(C)C